4-(pyridin-2-yldithio)-2-sulfo-butyric acid N1=C(C=CC=C1)SSCCC(C(=O)O)S(=O)(=O)O